(4-(6-(1H-benzo[d]imidazol-2-yl)pyridinyl)piperazin-1-yl)(thiophen-2-yl)methanone N1C(=NC2=C1C=CC=C2)C2=CC=CC(=N2)N2CCN(CC2)C(=O)C=2SC=CC2